IC=1C=C2C(CC(NC2=CC1)=O)(C)C 6-iodo-4,4-dimethyl-3,4-dihydroquinolin-2(1H)-one